ClC=1N=C(C2=C(N1)C=CS2)N2N=CCC2C2=CC=CC=C2 2-chloro-4-(5-phenyl-4,5-dihydro-1H-pyrazol-1-yl)thieno[3,2-d]pyrimidine